C[SiH](C)C trimethyl-silane